CC1=C(C=C(C=C1)N=C=O)N=C=O 4-Methyl-m-phenylene diisocyanate